NC=1CN(C=CC(C1)(F)F)C(=O)OC(C)(C)C Tert-butyl 3-amino-5,5-difluoroazepine-1-carboxylate